2-(6-(methylsulfonyl)pyridazin-3-yl)-5-(trifluoromethyl)phenol CS(=O)(=O)C1=CC=C(N=N1)C1=C(C=C(C=C1)C(F)(F)F)O